ClC1N(C2=CC=C(C=C2C(N1C1=C(N(C(C=C1)=O)CCl)C)=O)F)C1=C(C=C(C=C1)F)C chloro-3-(1-(chloromethyl)-2-methyl-6-oxo-1,6-dihydropyridin-3-yl)-6-fluoro-1-(4-fluoro-2-methylphenyl)-2,3-dihydroquinazolin-4(1H)-one